FC1=C(C=CC=2NC(=NC21)CNC=2C=1N(N=C(C2)N2CCN(CC2)C)C(=CN1)C=1C=NN(C1)C(F)F)F N-((4,5-difluoro-1H-benzo[d]imidazol-2-yl)methyl)-3-(1-(difluoromethyl)-1H-pyrazol-4-yl)-6-(4-methylpiperazin-1-yl)imidazo[1,2-b]pyridazin-8-amine